FC1=CC=C(C=C1)CNC(=O)C=1C(N(C2=CC(=CC=C2C1C)C(F)(F)F)CCOC)=O N-[(4-Fluorophenyl)-methyl]-1-(2-methoxy-ethyl)-4-methyl-2-oxo-7-(trifluoromethyl)-1H-quinoline-3-carboxylic acid amide